ClC=1C=C(C=CC1)C1(CC(=NO1)C1=CC(=C(C(=O)NC2=CC3=C(B(N(N=C3)C)O)C=C2)C=C1)C)C(F)(F)F 4-(5-(3-chlorophenyl)-5-(trifluoromethyl)-4,5-dihydroisoxazol-3-yl)-N-(1-hydroxy-2-methyl-1,2-dihydrobenzo[d][1,2,3]diazaborinin-6-yl)-2-methylbenzamide